OC(CC1=CC(=C(C(=O)NCC=2OC(=NN2)C=2SC=CC2)C=C1)OC)(C)C 4-(2-hydroxy-2-methylpropyl)-2-methoxy-N-((5-(thiophen-2-yl)-1,3,4-oxadiazol-2-yl)Methyl)benzamide